C(=C)C=1C(=C(C=C(C1)C(C)(C)C)C1=C(C(=CC(=C1)C(C)(C)C)C=C)OC1=CC=CC=2OPOC3=C(C21)C=CC=C3)OC3=CC=CC=2OPOC1=C(C23)C=CC=C1 6'-[(3,3'-divinyl-5,5'-di-tert-butyl-[1,1'-biphenyl]-2,2'-diyl)bis(oxy)]bisdibenzo[d,f][1,3,2]-dioxaphosphepin